tert-butyl 6-[(2-methoxycarbonylphenyl)methyl]-2,6-diazaspiro[3.3]heptane-2-carboxylate COC(=O)C1=C(C=CC=C1)CN1CC2(CN(C2)C(=O)OC(C)(C)C)C1